(2-methyl-2H-tetrazol-5-yl)-5-(trifluoromethyl)pyridin CN1N=C(N=N1)C1=NC=C(C=C1)C(F)(F)F